COC(CN1CCC(CC1)NC1=NC(=NC(=C1)C1=CC=C(C=C1)Cl)C=1C=NC=CC1)=O (4-((6-(4-chlorophenyl)-2-(pyridin-3-yl)pyrimidin-4-yl)amino)piperidin-1-yl)acetic acid methyl ester